C(CCCCCCCCCC)OS(=O)(=O)C1=CC=CC=C1.[Na] sodium undecylbenzenesulphonate